O[C@@H]1[C@@H](COC1)OC1=NN(C=C1NC=1N=CC2=C(N1)N(C(=C2)C#N)[C@H](COC)C)C([2H])([2H])[2H] 2-((3-(((3r,4S)-4-hydroxytetrahydrofurane-3-yl)oxy)-1-(methyl-d3)-1H-pyrazol-4-yl)amino)-7-((S)-1-methoxy-propan-2-yl)-7H-pyrrolo[2,3-d]pyrimidine-6-carbonitrile